C1(CC1)C=1C=CC=2N(C1)C=C(N2)CN2N=NC(=C2)C(=O)NCC2=C(C(=CC=C2N2N=C(N=C2)C(F)(F)F)OC)F 1-((6-cyclopropylimidazo[1,2-a]pyridin-2-yl)methyl)-N-(2-fluoro-3-methoxy-6-(3-(trifluoromethyl)-1H-1,2,4-triazol-1-yl)benzyl)-1H-1,2,3-triazole-4-carboxamide